C(C)(C)OC(=O)N1C(C(NC2=CC=C(C=C12)F)=O)C(F)F Isopropyl-2-(difluoromethyl)-7-fluoro-3-oxo-3,4-dihydroquinoxaline-1(2H)-carboxylate